(hexane-1,6-diyl)bis(1-methylpiperidinium) C(CCCCC[N+]1(CCCCC1)C)[N+]1(CCCCC1)C